5-chloro-2-methyl-4-(2-methyl-1-naphthalenyl)-3(2H)-pyridazinone ClC1=C(C(N(N=C1)C)=O)C1=C(C=CC2=CC=CC=C12)C